CN[Si](C(C)(C)C)(C(C)(C)C)NC bis(methylamino)di-tert-butylsilane